The molecule is an alpha-L-arabinopyranoside having a 4-nitrophenyl substituent at the anomeric position It has a role as a chromogenic compound. It is an alpha-L-arabinopyranoside and a C-nitro compound. It derives from a 4-nitrophenol. C1[C@@H]([C@@H]([C@H]([C@@H](O1)OC2=CC=C(C=C2)[N+](=O)[O-])O)O)O